3-methylisothiazole-4-carboxylic acid methyl ester COC(=O)C=1C(=NSC1)C